3-(6-iodo-9H-purin-9-yl)propanenitrile IC1=C2N=CN(C2=NC=N1)CCC#N